CC1=NC=C(C=C1)N1N=NC(=C1COC1=CC2=C(N=N1)CNCC2)C 2-Methyl-5-[4-methyl-5-({5H,6H,7H,8H-pyrido[3,4-c]pyridazin-3-yloxy}methyl)-1H-1,2,3-triazol-1-yl]pyridine